ClC1=C(C(=O)O)C(=CC(=C1)C1=NC=NC(=C1)NCCN1C(=CC2=C(C=C(C=C12)F)OC)C)OCC(F)(F)F 2-Chloro-4-{6-[2-(6-fluoro-4-methoxy-2-methyl-indol-1-yl)-ethylamino]-pyrimidin-4-yl}-6-(2,2,2-trifluoro-ethoxy)-benzoic acid